tert-butyl N-[(1S)-4-(2-amino-1H-imidazol-1-yl)-1-{[(1S)-1-[5-(methoxymethyl)-1,3,4-oxadiazol-2-yl]-2,2-dimethylpropyl]carbamoyl}butyl]carbamate NC=1N(C=CN1)CCC[C@@H](C(N[C@@H](C(C)(C)C)C=1OC(=NN1)COC)=O)NC(OC(C)(C)C)=O